O1C(OCC1)C1CCN(CC1)C1=CC=C(C=C1)C1CCN(CC1)C=1C=CC(=C2C(=CNC12)C#N)C 7-(4-{4-[4-(1,3-Dioxolan-2-yl)piperidin-1-yl]phenyl}piperidin-1-yl)-4-methyl-1H-indole-3-carbonitrile